C(C)(C)(C)C1=C(C(C(CC1)(C(=O)O)CC)N)C(C)(C)C di-tert-butyl-ethyl-2-(amino)-3-cyclohexene-1-carboxylic acid